(S)-3-(3-oxo-7-((2-(4-(trifluoromethoxy)phenyl)oxazol-5-yl)methoxy)-1,3-dihydro-2H-indazol-2-yl)piperidine-2,6-dione O=C1N(NC2=C(C=CC=C12)OCC1=CN=C(O1)C1=CC=C(C=C1)OC(F)(F)F)[C@@H]1C(NC(CC1)=O)=O